N-(4-bromo-2-chlorophenyl)-P-(4-(5-(chlorodifluoromethyl)-1,2,4-oxadiazol-3-yl)-2-fluorobenzyl)-P-methylphosphinic amide BrC1=CC(=C(C=C1)NP(=O)(C)CC1=C(C=C(C=C1)C1=NOC(=N1)C(F)(F)Cl)F)Cl